C(C)(C)(C)C1=NN=C2N1C(N(C=1C2=NN=C(C1)N1CCOCC1)CC1=CC=C(C=C1)Cl)=O 3-tert-Butyl-6-[(4-chlorophenyl)methyl]-8-(morpholin-4-yl)[1,2,4]triazolo[4',3':1,6]pyrimido[5,4-c]pyridazin-5(6H)-one